SCCCC=1C=CC(=C(C1)C1=C(C=CC(=C1)CCCS)OCCC(CC)S)OCCC(CC)S 5,5'-bis(3-mercaptopropyl)-2,2'-bis(3-mercaptopentyloxy)biphenyl